BrC=1C=C(C#N)C=C(C1O)C1=NN(C(=C1)C(F)(F)F)C 3-bromo-4-hydroxy-5-[1-methyl-5-(trifluoromethyl)pyrazol-3-yl]benzonitrile